(2S,3R)-3-({2-[(tert-butoxycarbonyl) amino]-benzyl 1,3-thiazol-5-yl} methyl)-4-oxoazetidine-2-carboxylate C(C)(C)(C)OC(=O)NC1=C(CC=2SC(=CN2)C[C@@H]2[C@H](NC2=O)C(=O)[O-])C=CC=C1